FC1([C@@H]2N([C@@H]2CCC1)S(=O)(=O)C1=CC=C(C=C1)[N+](=O)[O-])F (1R,6R)-2,2-difluoro-7-(4-nitrobenzenesulfonyl)-7-azabicyclo[4.1.0]heptane